[Si](C)(C)(C(C)(C)C)OC=1C=CC(=NC1)NC(=O)N1CCN(CC1)C1=CC(=C(C=C1)F)F N-[5-[(tert-butyldimethylsilyl)oxy]pyridin-2-yl]-4-(3,4-difluorophenyl)piperazine-1-carboxamide